FC1=CC=C(C=C1)[C@H](C)C1(NC(=CC(=N1)NC1=NC=CN=C1)N1CCC2(OCCO2)CC1)N 2-[(S)-1-(4-fluorophenyl)ethyl]-N4-(pyrazin-2-yl)-6-(1,4-dioxa-8-azaspiro[4.5]decane-8-yl)pyrimidine-2,4-diamine